ClCCOC1=C(C#N)C=C(C=C1F)C(C)(C)C1=CC=C(C=C1)O 2-(2-chloroethoxy)-3-fluoro-5-(2-(4-hydroxyphenyl)propan-2-yl)benzonitrile